7-phenyl-4-(3,4,5-trimethoxybenzoyl)-3,4-dihydroquinoxalin-2(1H)-one C1(=CC=CC=C1)C1=CC=C2N(CC(NC2=C1)=O)C(C1=CC(=C(C(=C1)OC)OC)OC)=O